Tert-butyl 5-((1S,2S)-2-(hydroxymethyl) cyclopropyl)-2,2-dimethylpentanoate OC[C@@H]1[C@H](C1)CCCC(C(=O)OC(C)(C)C)(C)C